N-(3-(4-cyclobutoxy-6-(methylthio)pyridin-2-yl)-1-methyl-1H-pyrrolo[2,3-c]pyridin-5-yl)acetamide C1(CCC1)OC1=CC(=NC(=C1)SC)C1=CN(C2=CN=C(C=C21)NC(C)=O)C